3-Methyl-8-(1-methyl-1H-indazol-5-yl)-7-(1-methyl-1H-pyrazol-4-yl)-2-oxo-3,6-dihydroimidazo[4,5-d]pyrrolo[2,3-b]pyridin CN1C(NC2=C3C(=NC=C21)NC(=C3C=3C=C2C=NN(C2=CC3)C)C=3C=NN(C3)C)=O